BrC(C(=O)NC1=NC=C(C=C1)OC1=CC=NC=C1)C 2-bromo-N-(5-(pyridin-4-yloxy)pyridin-2-yl)propanamide